methyl 4-((4-methoxybenzyl)amino)imidazo[1,5-a]quinoxalin-8-carboxylate COC1=CC=C(CNC=2C=3N(C4=CC(=CC=C4N2)C(=O)OC)C=NC3)C=C1